3-(5-amino-1-oxoisoquinolin-2(1H)-yl)piperidine-2,6-dione NC1=C2C=CN(C(C2=CC=C1)=O)C1C(NC(CC1)=O)=O